OCCCNC(O[C@@H]1CC[C@H](CC1)C(N(C[C@@H]1CC[C@H](CC1)C1=CC(=C(C=C1)OC)C)C1=CC(=CC=C1)C=1C=NN(C1)C1CC1)=O)=O trans-4-((3-(1-Cyclopropyl-1H-pyrazol-4-yl)phenyl)((trans-4-(4-methoxy-3-methylphenyl)cyclohexyl)methyl)carbamoyl)-cyclohexyl (3-hydroxypropyl)carbamate